C1(=CCC1)P(O)(=O)CCCCCC cyclobutenyl-hexyl-phosphinic acid